C(C)C1=C(C=CC=C1)C1=CC(=NC=N1)N 6-(2-ethylphenyl)pyrimidin-4-amine